N,N-diisopropylaminoethylenediamine C(C)(C)NN(CCN)NC(C)C